(2S)-3-{3-[(2,3-Dihydro-1H-inden-5-yl)amino]phenyl}-2-[(3R)-pyrrolidin-3-yl]propanoic acid hydrochloride Cl.C1CCC2=CC(=CC=C12)NC=1C=C(C=CC1)C[C@H](C(=O)O)[C@@H]1CNCC1